BrC1=CC=C2C=CC(NC2=C1Cl)=O 7-bromo-8-chloro-1,2-dihydroquinolin-2-one